3-((1R)-1-((1-(3-azabicyclo[3.1.0]hexan-3-yl)-6-cyclopropyl-7-oxo-6,7-dihydropyrido[3,4-d]pyridazin-4-yl)amino)ethyl)-2-methylbenzonitrile C12CN(CC2C1)C=1C=2C(C(=NN1)N[C@H](C)C=1C(=C(C#N)C=CC1)C)=CN(C(C2)=O)C2CC2